1-(2-{7,8-Dimethyl-[1,2,4]triazolo[1,5-a]pyridin-6-yl}-3-(propan-2-yl)-1H-pyrrolo[3,2-b]pyridin-5-yl)(2,2,3,3,5,5,6,6-2H8)piperazin CC1=C(C=2N(C=C1C1=C(C3=NC(=CC=C3N1)N1C(C(NC(C1([2H])[2H])([2H])[2H])([2H])[2H])([2H])[2H])C(C)C)N=CN2)C